N1CC(C1)CN1CCN(CC1)C(=O)O 4-[(azetidin-3-yl)methyl]piperazine-1-carboxylic acid